6-chloro-N-[5-(2,2-difluoroethyl)-4-methoxy-pyrimidin-2-yl]-7-(difluoromethylsulfanyl)-1H-indole-3-sulfonamide ClC1=CC=C2C(=CNC2=C1SC(F)F)S(=O)(=O)NC1=NC=C(C(=N1)OC)CC(F)F